N-[4-(5-{1-[(6,7-dimethoxy-2-methylquinazolin-4-yl)amino]-ethyl}thiophen-2-yl)benzyl]-acetamide COC=1C=C2C(=NC(=NC2=CC1OC)C)NC(C)C1=CC=C(S1)C1=CC=C(CNC(C)=O)C=C1